(±)-camphorsulfonic acid C12(C(=O)CC(CC1)C2(C)C)CS(=O)(=O)O